N-(methylsulfonyl)-1-(4-(trifluoromethyl)phenyl)-1H-indazole-3-carboxamide CS(=O)(=O)NC(=O)C1=NN(C2=CC=CC=C12)C1=CC=C(C=C1)C(F)(F)F